CC(CCC)SC(S)=S.C1(C=2C(C(N1)=O)=CC=CC2)=O phthalimide methylbutyltrithiocarbonate